C(C)OCO[C@H]1CC[C@@]2([C@H]3CC[C@@]4([C@H](CC[C@H]4[C@@H]3CC=C2C1)[C@@H](CCC(=O)OCOCC)C)C)C ethoxymethyl (R)-4-((3S,8S,9S,10R,13R,14S,17R)-3-(ethoxymethoxy)-10,13-dimethyl-2,3,4,7,8,9,10,11,12,13,14,15,16,17-tetradecahydro-1H-cyclopenta[a]phenanthren-17-yl)pentanoate